(R)-2-(1-cyclopropyl-2-hydroxy-2-methylpropyl)-7-(4-(5-ethyl-1,3,4-oxadiazol-2-yl)phenyl)isoindolin-1-one C1(CC1)[C@H](C(C)(C)O)N1C(C2=C(C=CC=C2C1)C1=CC=C(C=C1)C=1OC(=NN1)CC)=O